8,9-dimethyl-7-(3-(pyridazin-4-yl)-7,8-dihydro-1,6-naphthyridin-6(5H)-yl)-4H-pyrimido[1,2-b]pyridazin-4-one CC1=C(C=2N(N=C1N1CC=3C=C(C=NC3CC1)C1=CN=NC=C1)C(C=CN2)=O)C